C(C)(C)ON=C(C(C(=O)OCC)=CNC(=O)N)C ethyl 3-(isopropoxyimino)-2-(ureidomethylene)butanoate